(RS)-3-bromo-2-((5-((tert-butyldimethylsilyl)oxy)pentan-2-yl)oxy)-6-methylpyridine BrC=1C(=NC(=CC1)C)O[C@H](C)CCCO[Si](C)(C)C(C)(C)C |r|